[Si](C)(C)(C(C)(C)C)OCCC1CNC2=C(O1)C(=CN=C2)B(O)O {2-[(tert-butyldimethylsilyl)oxy]ethyl}-2h,3h-pyrido[4,3-b][1,4]oxazin-8-ylboronic acid